rac-(3R,4R)-4-(hydroxymethyl)piperidin-3-ol hydrochloride Cl.OC[C@@H]1[C@H](CNCC1)O |r|